OC1=CC2=C(N=C(O2)C=2C(=C(C=CC2)C2=CC=CC=C2)C)C=C1C(=O)OC methyl 6-hydroxy-2-(2-methylbiphenyl-3-yl)-1,3-benzoxazole-5-carboxylate